CC1=CC=C(C=C1)C(CC(CCCCCCCCCCCCCCCCC)=O)=O 1-(4-methylphenyl)-1,3-eicosanedione